2-bromo-4-cyclopropylbenzonitrile BrC1=C(C#N)C=CC(=C1)C1CC1